COC1=C(C(=CC=C1)OC)C=1C=C(OC(C1OCC1OCCOC1)=O)C(=O)OC methyl 4-(2,6-dimethoxyphenyl)-5-(1,4-dioxan-2-ylmethoxy)-6-oxopyran-2-carboxylate